COC1=CC=C(C=C1)C(C1=CC=CC=C1)(C1=CC=C(C=C1)OC)[C@@]1([C@H](O)[C@H](O)[C@@H](CO)O1)N1C=NC=2C(N)=NC(=NC12)CNC(=O)OCC[Si](C)(C)C [Bis(4-methoxyphenyl)(phenyl)methyl]-2-[({[2-(trimethylsilyl)ethoxy]carbonyl}amino)methyl]adenosine